(2R,3aR,6S,6aS)-6-formyl-2-methoxy-6a-methyl-4-oxohexahydro-5H-furo[2,3-c]Pyrrole-5,6-dicarboxylic acid 5-tert-butyl 6-methyl ester COC(=O)[C@@]1(N(C([C@H]2[C@@]1(O[C@H](C2)OC)C)=O)C(=O)OC(C)(C)C)C=O